2-(4-methylenecyclohexyl)propanal C=C1CCC(CC1)C(C=O)C